tert-butyl 4-(3-(((S)-1-((2S,4R)-4-hydroxy-2-((4-(4-methylthiazol-5-yl)benzyl)carbamoyl)pyrrolidin-1-yl)-3,3-dimethyl-1-oxobutan-2-yl)amino)-3-oxopropyl)piperidine-1-carboxylate O[C@@H]1C[C@H](N(C1)C([C@H](C(C)(C)C)NC(CCC1CCN(CC1)C(=O)OC(C)(C)C)=O)=O)C(NCC1=CC=C(C=C1)C1=C(N=CS1)C)=O